C(C1=CC=CC=C1)OC=1C=C2CCC(=C(C2=CC1)C1=CC=C(C=C1)N1CCC(CC1)C(OC)OC)C1=CC=2CCC2C=C1 1-(4-(6-(benzyloxy)-2-(bicyclo[4.2.0]octa-1(6),2,4-trien-3-yl)-3,4-dihydronaphthalen-1-yl)phenyl)-4-(dimethoxymethyl)piperidine